1-(3-Chloroisoquinolin-7-yl)ethan-1-one ClC=1N=CC2=CC(=CC=C2C1)C(C)=O